BrC1=CC=C(C=C1)C1CN(CCC1)C(=O)OC(C)(C)C 3-(4-bromophenyl)-Bocpiperidine